tert-Butyl 3-[(4-chloro-1-methyl-1H-indazol-6-yl)methylene]azetidine-1-carboxylate ClC1=C2C=NN(C2=CC(=C1)C=C1CN(C1)C(=O)OC(C)(C)C)C